F[C@@H]1C(NC(C[C@@H]1N1C(=CC2=C1N=NC(=C2)C2=C(C=C(C=C2)N2N=NC=C2)O)C)(C)C)(C)C 2-{7-[(3S,4S)-3-fluoro-2,2,6,6-tetramethylpiperidin-4-yl]-6-methyl-7H-pyrrolo[2,3-c]pyridazin-3-yl}-5-(1H-1,2,3-triazol-1-yl)phenol